((S)-4-(4-chlorophenyl)-2,3,9-trimethyl-6H-thieno[3,2-f][1,2,4]triazolo[4,3-a][1,4]diazepin-6-yl)acetamide ClC1=CC=C(C=C1)C1=N[C@H](C=2N(C3=C1C(=C(S3)C)C)C(=NN2)C)CC(=O)N